BrC1=CC=C2C(=CNC2=C1N1N=CC=C1)S(=O)(=O)NC1=NC(=C(C(=N1)OC)OCCF)OC 6-bromo-N-[5-(2-fluoroethoxy)-4,6-dimethoxy-pyrimidin-2-yl]-7-pyrazol-1-yl-1H-indole-3-sulfonamide